(R,E)-((1,2,3,5,6,7-hexahydro-s-indacen-4-yl)carbamoyl)((2-(1-methylpyrrolidin-2-yl)vinyl)sulfonyl)amid C1CCC2=C(C=3CCCC3C=C12)NC(=O)[N-]S(=O)(=O)\C=C\[C@@H]1N(CCC1)C